COC1=CC=C(C2=C(C=CC=C12)OCCOC)C=O 4-methoxy-8-(2-methoxyethoxy)naphthalene-1-carbaldehyde